2-(4-((6-methoxy-2-(pyrrolidine-1-yl)-7-(4-(pyrrolidine-1-yl)but-1-yn-1-yl)quinazolin-4-yl)amino)piperidine-1-yl)ethanol COC=1C=C2C(=NC(=NC2=CC1C#CCCN1CCCC1)N1CCCC1)NC1CCN(CC1)CCO